C1=NC=C(C2=CC=CC=C12)N1C(N(C[C@@H]1C#N)C1CC2(CC2)C1)=O |r| Racemic-3-(isoquinolin-4-yl)-2-oxo-1-(spiro[2.3]hexan-5-yl)imidazolidine-4-carbonitrile